NC1=NC2=C(C=C(C=C2C=N1)C=1C=C(C(=NC1)NS(=O)(=O)C1=C(C=CC=C1)Cl)F)CC N-(5-(2-amino-8-ethylquinazolin-6-yl)-3-fluoropyridin-2-yl)-2-chlorobenzenesulfonamide